O.C1(CCCCC1)(C(=O)[O-])C(=O)[O-].[Ca+2] calcium cyclohexanedicarboxylate monohydrate